6-bromo-4,4-dimethyl-chromane BrC=1C=C2C(CCOC2=CC1)(C)C